C(C(C)(C)C)(=O)O (E)-pivalic acid